CC(=CCC)C dimethyl-butene